ClC1=C(C=C(C=C1)C(C)C)B(O)O [2-chloro-5-(propan-2-yl)phenyl]boronic acid